N1=C(C=NC=C1C=1N=NN(C1)C=1C(=C(C(=O)O)C=CC1)O)C=1N=NN(C1)C=1C(=C(C(=O)O)C=CC1)O 4'-(pyrazine-2,6-diylbis(1H-1,2,3-triazole-4,1-diyl))bis(2-hydroxybenzoic acid)